[(7R,9aR)-7-phenyl-1,3,4,6,7,8,9,9a-octahydropyrido[1,2-a]pyrazin-2-yl]-(2-chloro-3-propan-2-yloxyphenyl)methanone C1(=CC=CC=C1)[C@H]1CC[C@H]2N(CCN(C2)C(=O)C2=C(C(=CC=C2)OC(C)C)Cl)C1